(Z)-3-Tetradecen-1-ol C(C\C=C/CCCCCCCCCC)O